1-(trifluoromethylsulfonyl)-1H-benzotriazole FC(S(=O)(=O)N1N=NC2=C1C=CC=C2)(F)F